(S)-2-(4-(6-((4-(difluoromethyl)-2-fluorobenzyl)oxy)pyridin-2-yl)-2,5-difluorobenzyl)-1-(4,4-dimethyltetrahydrofuran-3-yl)-4-fluoro-1H-benzo[d]imidazole-6-carboxylic acid FC(C1=CC(=C(COC2=CC=CC(=N2)C2=CC(=C(CC3=NC4=C(N3[C@@H]3COCC3(C)C)C=C(C=C4F)C(=O)O)C=C2F)F)C=C1)F)F